benzylindene C(C1=CC=CC=C1)C1C=CC2=CC=CC=C12